CC1(OC[C@@H]2[C@H](O1)[C@@H]([C@H]([C@]1(O2)OCCC1)OCC(=O)[O-])N1N=NC(=C1)C1=CC(=C(C(=C1)F)F)F)C 2-(((2S,4a'R,7'R,8'S,8a'R)-2',2'-dimethyl-8'-(4-(3,4,5-trifluorophenyl)-1H-1,2,3-triazol-1-yl)hexahydro-3H,4'H-spiro[furan-2,6'-pyrano[3,2-d][1,3]dioxin]-7'-yl)oxy)acetate